((9-fluoro-5-(4-fluorophenyl)-6-isopropyl-1H-pyrazolo[4,3-g]isoquinolin-8-yl)imino)dimethyl-λ6-sulfanone FC=1C2=C(C=C3C(=C(N=C(C13)N=S(=O)(C)C)C(C)C)C1=CC=C(C=C1)F)C=NN2